2-(2-(2-aminoethoxy)ethoxy)acetic acid hydrochloride Cl.NCCOCCOCC(=O)O